NC=1C=C(C=C(C1)C(F)(F)F)[C@@H](C)NC(=O)C1=NN(C(C=C1)=O)C1=CC(=CC=C1)C=1C(=NC=CC1)C N-[(1R)-1-[3-amino-5-(trifluoromethyl)phenyl]ethyl]-1-[3-(2-methyl-3-pyridyl)phenyl]-6-oxo-pyridazine-3-carboxamide